ClC[C@H](CC(=O)OCC)O Ethyl (S)-4-chloro-3-hydroxybutyrate